N-(3-(1-(2,6-Dioxopiperidin-3-yl)-1H-benzo[d][1,2,3]triazol-6-yl)prop-2-yn-1-yl)-5-(8-(7-isopropyl-1,3-dimethyl-2-oxo-2,3-dihydro-1H-benzo[d]imidazol-5-yl)isoquinolin-3-yl)picolinamide O=C1NC(CCC1N1N=NC2=C1C=C(C=C2)C#CCNC(C2=NC=C(C=C2)C=2N=CC1=C(C=CC=C1C2)C2=CC1=C(N(C(N1C)=O)C)C(=C2)C(C)C)=O)=O